potassium calcium sodium salt [Na].[Ca].[K]